4,4-di-tert-butyl-benzene C(C)(C)(C)C1(CC=CC=C1)C(C)(C)C